isopropylhydride C(C)C